ClC1=CC=C2C(NC(N(C2=C1)C=1C=NC=NC1)=O)=O 7-chloro-1-(pyrimidin-5-yl)quinazolin-2,4(1H,3H)-dione